NCCNC1=NC2=C(C=3C=C(C(=CC13)F)F)[C@H](COC2)N(C(=O)C=2NC1=CC(=C(C=C1C2)F)F)C (R)-N-(6-((2-aminoethyl)amino)-8,9-difluoro-1,4-dihydro-2H-pyrano[3,4-c]isoquinolin-1-yl)-5,6-difluoro-N-methyl-1H-indole-2-carboxamide